(S)-4-(3-iodo-1-(1-(pyridin-2-yl)ethyl)-1H-pyrrolo[3,2-b]pyridin-6-yl)-3,5-dimethylisoxazole IC1=CN(C=2C1=NC=C(C2)C=2C(=NOC2C)C)[C@@H](C)C2=NC=CC=C2